N1(CCCCC1)S(=O)(=O)C1=CC=C(C=C1)C(C=C)=O 1-(4-piperidin-1-ylsulfonylphenyl)prop-2-en-1-one